didodecyldimethyl-ammonium chloride [Cl-].C(CCCCCCCCCCC)[N+](C)(C)CCCCCCCCCCCC